(S)-N-((3S,5R,8R,9S,10S,13R,14S,17R)-14-hydroxy-10,13-dimethyl-17-(2-oxo-2H-pyran-5-yl)hexadecahydro-1H-cyclopenta[a]phenanthren-3-yl)pyrrolidine-3-carboxamide O[C@]12[C@@H]3CC[C@@H]4C[C@H](CC[C@@]4([C@H]3CC[C@@]2([C@H](CC1)C=1C=CC(OC1)=O)C)C)NC(=O)[C@@H]1CNCC1